1-(3-trifluoromethyl-phenyl)-1-ethanol FC(C=1C=C(C=CC1)C(C)O)(F)F